N1(N=NC=C1)CC1=CC=C(CN2C(NC3=C2C=CC=C3)=O)C=C1 (4-((1H-1,2,3-triazol-1-yl)methyl)benzyl)-1,3-dihydro-2H-benzo[d]imidazol-2-one